O=C1N(CC=2C3=C(C=CC12)C=CC(=C3)C3=NC=CC=C3)CC(C(=O)N)=C 2-{[3-oxo-8-(pyridin-2-yl)-1H,2H,3H-benzo[e]isoindol-2-yl]methyl}prop-2-enamide